Cl.N1=C(C=C(C2=CC=CC=C12)NCCCN(C)C)C=1C=C2C=CC=NC2=CC1 N1-([2,6'-biquinolin]-4-yl)-N3,N3-dimethylpropane-1,3-diamine HCl salt